N1=C(C=CC=C1)C(C(N)(C1=NC=CC=C1)C1=NC=CC=C1)(C1=CC=CC=C1)C pyridin-2-yl-methyl-1,1-bis(pyridin-2-yl)-2-phenyl-1-aminoethane